C(C1=CC=CC=C1)OC(=O)N1CCC2(CC(=CC2=O)CCC(=O)OC)CC1 3-(3-methoxy-3-oxopropyl)-1-oxo-8-azaspiro[4.5]dec-2-ene-8-carboxylic acid benzyl ester